3-(3-((5-(trifluoromethyl)pyridin-2-yloxy)phenyl)-1,2,4-oxadiazol-5-yl)propan FC(C=1C=CC(=NC1)OC1=C(C=CC=C1)C1=NOC(=N1)CCC)(F)F